(2-amino-7,8-dihydropyrido[4,3-d]pyrimidin-6(5H)-yl)-N-[(1S,2S)-1,3-dihydroxy-1-phenylpropan-2-yl]-4-methylbenzamide NC=1N=CC2=C(N1)CCN(C2)C2=C(C(=O)N[C@H]([C@H](C1=CC=CC=C1)O)CO)C=CC(=C2)C